tert-butyl 6-(4-(2,6-bis(benzyloxy)pyridin-3-yl)phenyl)-2,6-diazaspiro[3.3]heptane-2-carboxylate C(C1=CC=CC=C1)OC1=NC(=CC=C1C1=CC=C(C=C1)N1CC2(CN(C2)C(=O)OC(C)(C)C)C1)OCC1=CC=CC=C1